(2,4-di-tert-butylphenyl)-4,4'-biphenylbisphosphonite C(C)(C)(C)C1=C(C=CC(=C1)C(C)(C)C)OP([O-])C1=CC=C(C=C1)C1=CC=C(C=C1)P([O-])[O-]